CC1(CCN(CC1)CC=1C=CC=2N(C1)C=C(N2)CN2C=CC=1C(=CN=CC1C2=O)C2=CC=C(C=C2)S(=O)(=O)N)C 4-[7-({6-[(4,4-dimethylpiperidin-1-yl)methyl]imidazo[1,2-a]pyridin-2-yl}methyl)-8-oxo-7,8-dihydro-2,7-naphthyridin-4-yl]benzene-1-sulfonamide